OCCN[C@@H]1[C@H](CCCC1)OC=1C=C2CN(C(C2=CC1)=O)C1C(NC(CC1)=O)=O 3-(5-(((1S,2S)-2-((2-hydroxyethyl)amino)cyclohexyl)oxy)-1-oxoisoindolin-2-yl)piperidine-2,6-dione